ClC1=CC=C(CN2C(=NC=3N(C(N(C(C23)=O)CCCO)=O)C)C#CCOC2CCCC2)C=C1 (4-chlorobenzyl)-8-(3-(cyclopentyloxy)prop-1-yn-1-yl)-1-(3-hydroxypropyl)-3-methyl-3,7-dihydro-1H-purine-2,6-dione